3-((5-bromo-6-(trifluoromethoxy)-1H-benzo[d]imidazol-2-yl)amino)-N-hydroxybenzamide BrC1=CC2=C(NC(=N2)NC=2C=C(C(=O)NO)C=CC2)C=C1OC(F)(F)F